tert-butyl 5-[2H,3H-[1,4]dioxino[2,3-b]pyridine-7-sulfonyl]-1H,2H,3H,4H,5H,6H-pyrrolo[3,4-c]pyrrole-2-carboxylate O1CCOC2=NC=C(C=C21)S(=O)(=O)N2CC1=C(C2)CN(C1)C(=O)OC(C)(C)C